FC(C1=NN=C(O1)C1=CN=C(S1)CN(S(=O)(=O)C)C=1C=NC=C(C1)OCC(C)(F)F)F N-({5-[5-(difluoromethyl)-1,3,4-oxadiazol-2-yl]-1,3-thiazol-2-yl}methyl)-N-[5-(2,2-difluoropropoxy)pyridin-3-yl]methanesulfonamide